C(#N)C#CC1=CC=C(C=C1)S(=O)(=O)O.S(=O)(=O)(O)C1(C(C(=C(C(=C1F)F)OC(C1=CC=C(C=C1)C#CC#N)=O)F)F)S(=O)(=O)O sulfo-4-((4-(cyanoethynyl) benzoyl) oxy)-2,3,5,6-tetrafluorobenzenesulfonate (4-(cyanoethynyl) benzenesulfonate)